C=1(C(=CC=CC1)C(=O)C(C(=O)O)(O)C(O)C(=O)O)C (+)-toloyl-tartaric acid